O.P(=O)(O)([O-])[O-].[Na+].C[Si](O[Si](CCCCCCCCCCCCCCCCCCCCCCCC)(CCCCCCCCCCCCCCCCCCCCCCCC)C)(C)C.[Na+] tetramethylbis(tetracosyl)disiloxane Sodium hydrogenphosphate hydrate